NCC(C[Si](OC)(CCC)CCC)C 3-amino-2-methylpropyl-(dipropylmethoxysilane)